ClC1=NC(=CC(=C1N1[C@H](C[C@@H](CC1)C1=NN=CN1C)C1CC1)C#N)C(F)(F)F |r| (rac)-2-chloro-3-[trans-2-cyclopropyl-4-(4-methyl-4H-1,2,4-triazol-3-yl)piperidin-1-yl]-6-(trifluoromethyl)pyridine-4-carbonitrile